4-(3,4-difluorophenyl)-2-thiazol-2-yl-1,4-dihydropyrimidine-5-carboxylate FC=1C=C(C=CC1F)C1N=C(NC=C1C(=O)[O-])C=1SC=CN1